5-amino-1-(p-bromophenyl)-1H-imidazole-4-carboxylic acid ethyl ester C(C)OC(=O)C=1N=CN(C1N)C1=CC=C(C=C1)Br